ClC=1C=C(NCC(C)(C)C)C=C(C1)Cl 3,5-dichloro-N-neopentylaniline